BrC1=CC(=C(C=C1F)N1CCN(CC1)C1=C(C=C(C=C1)[N+](=O)[O-])F)F 1-(4-Bromo-2,5-difluorophenyl)-4-(2-fluoro-4-nitrophenyl)piperazine